C(C1=CC=CC=C1)N([C@@H](C)C(=O)OC)C([C@@H](CC)NC(=O)OC(C)(C)C)=O methyl N-benzyl-N-((R)-2-((tert-butoxycarbonyl)amino)butanoyl)-L-alaninate